NC1=CC(=NC(=C1)C=1C=C2C(=NC1)NCC21CC1)C(=O)N(C)C 4-amino-6-(1',2'-dihydrospiro[cyclopropane-1,3'-pyrrolo[2,3-b]pyridin]-5'-yl)-N,N-dimethylpicolinamide